ClC1=C(C=CC=2N(N=NC21)CC)[C@@H](CC(=O)[O-])C2=CC(=C(C=C2)C)CN2C[C@H](OC1=C(C2)C=CC=C1)CC (S)-3-(4-Chloro-1-ethyl-1H-benzo[d][1,2,3]triazol-5-yl)-3-(3-(((R)-2-ethyl-2,3-dihydrobenzo[f][1,4]oxazepin-4(5H)-yl)methyl)-4-methylphenyl)propanoate